2-(tert-butyl)-N-(4-(6-(1,5-dimethyl-1H-pyrazol-4-yl)pyrrolo[2,1-f][1,2,4]triazin-4-yl)-2-methylbenzyl)-2H-tetrazole-5-carboxamide C(C)(C)(C)N1N=C(N=N1)C(=O)NCC1=C(C=C(C=C1)C1=NC=NN2C1=CC(=C2)C=2C=NN(C2C)C)C